3-chloro-5-[(2E,4E)-5-[(1R,2R,6R)-3-(ethylamino)-1,2,6-trimethylcyclohexyl]-3-methylpenta-2,4-dien-1-yl]-6-hydroxy-4-methoxy-2-methylbenzaldehyde ClC=1C(=C(C=O)C(=C(C1OC)C\C=C(\C=C\[C@@]1([C@H](C(CC[C@H]1C)NCC)C)C)/C)O)C